(2E)-N-{4-[(3-amino-5-methylpyridin-2-yl)oxy]phenyl}but-2-enamide NC=1C(=NC=C(C1)C)OC1=CC=C(C=C1)NC(\C=C\C)=O